1,2-distearoyl-sn-glycero-3-phosphoglycerate sodium salt [Na+].C(CCCCCCCCCCCCCCCCC)(=O)OC[C@@H](OC(CCCCCCCCCCCCCCCCC)=O)COP(=O)(O)OC(C(=O)[O-])CO